(2R)-7-chloro-2-[trans-4-(dimethylamino)cyclohexyl]-N-[(4,6-dimethyl-2-oxo-1,2-dihydropyridin-3-yl)methyl]-2,4-dimethyl-1,3-benzodioxole-5-carboxamide p-toluenesulfonate CC1=CC=C(C=C1)S(=O)(=O)O.ClC1=CC(=C(C2=C1O[C@](O2)(C)[C@@H]2CC[C@H](CC2)N(C)C)C)C(=O)NCC=2C(NC(=CC2C)C)=O